(S)-2-((1H-pyrazolo[4,3-d]pyrimidin-7-yl)amino)-4-((2-(pyridin-2-yloxy)ethyl)(4-(5,6,7,8-tetrahydro-1,8-naphthyridin-2-yl)butyl)amino)butanoic acid N1N=CC=2N=CN=C(C21)N[C@H](C(=O)O)CCN(CCCCC2=NC=1NCCCC1C=C2)CCOC2=NC=CC=C2